N1N=CC2=C(C=CC=C12)C1=CC=C(C=C1)NC(=O)NC1=C(C=CC(=C1)C)F 1-(4-(1H-indazol-4-yl)phenyl)-3-(2-fluoro-5-methylphenyl)urea